2-((3-methoxy-4-nitrophenoxy)methyl)-7-azaspiro[3.5]nonane-7-carboxylic acid tert-butyl ester C(C)(C)(C)OC(=O)N1CCC2(CC(C2)COC2=CC(=C(C=C2)[N+](=O)[O-])OC)CC1